(S)-cyanoethoxydiisopropylphosphino-(S)-2-amino-1,3-propanediol C(#N)CCO[C@]([C@H](CO)N)(O)P(C(C)C)C(C)C